N1N=NN=C1C1=CC=C(C=C1)O 4-(1H-tetrazol-5-yl)phenol